Cl.N1CC(C1)C(=O)N1CCOCC1 4-(azetidine-3-carbonyl)morpholine hydrochloride